ClC=1C=CC=C2OC=3C=C(C=CC3NC12)CNC(CN1CCN(CC1)C)=O N-((9-chloro-10H-phenoxazin-3-yl)methyl)-2-(4-methylpiperazin-1-yl)acetamide